CS(=O)(=O)ON=C(C#N)C1=CC=C(C=C1)Br (methylsulfonyloxyimino)-4-bromophenylacetonitrile